C(CCCC=CCCCCCCCC)O 5-tetradecene-1-ol